4'-(dipropylamino)-[1,1'-biphenyl]-4-ol C(CC)N(C1=CC=C(C=C1)C1=CC=C(C=C1)O)CCC